n-propyl α-pivaloyloxyisobutyrate C(C(C)(C)C)(=O)OC(C(=O)OCCC)(C)C